6-chloro-1-(1-cyclobutyl-1H-pyrazol-5-yl)-7-(2-fluorophenyl)-4-((2S)-2-methyl-4-(2-propenoyl)-1-piperazinyl)pyrido[2,3-d]pyrimidin-2(1H)-one ClC1=CC2=C(N(C(N=C2N2[C@H](CN(CC2)C(C=C)=O)C)=O)C2=CC=NN2C2CCC2)N=C1C1=C(C=CC=C1)F